d-2,3-diaminopropionic acid monohydrochloride Cl.N[C@@H](C(=O)O)CN